FC(OC1=C(C=CC(=C1)OC(F)F)B1OC(C(O1)(C)C)(C)C)F 2-(2,4-bis(difluoromethoxy)phenyl)-4,4,5,5-tetramethyl-1,3,2-dioxaborolane